3-benzyl 2-(tert-butyl) (1S,3S,5S)-5-(2-amino-2-oxoethyl)-2-azabicyclo[3.1.0]hexane-2,3-dicarboxylate NC(C[C@@]12C[C@H](N([C@H]2C1)C(=O)OC(C)(C)C)C(=O)OCC1=CC=CC=C1)=O